1,6-bis(ethenylthio)naphthalene C(=C)SC1=CC=CC2=CC(=CC=C12)SC=C